(1R)-1-cyclopropyl-2,2,2-trifluoroethanamine hydrochloride Cl.C1(CC1)[C@H](C(F)(F)F)N